methyl 1,2-dimethyl-7-(1-propyl-1H-pyrazol-4-yl)-1H-indole-3-carboxylate CN1C(=C(C2=CC=CC(=C12)C=1C=NN(C1)CCC)C(=O)OC)C